(4-Morpholinylphenyl)-[2,4'-bithiazole]-2'-amine N1(CCOCC1)C1=CC=C(C=C1)C=1N=C(SC1)C=1N=C(SC1)N